N-(4-(difluoromethoxy)phenyl)-5-fluoro-4-methoxy-N-(1-(5-(methyl-sulfonyl)pyrimidin-2-yl)piperidin-4-yl)pyridin-3-amine FC(OC1=CC=C(C=C1)N(C=1C=NC=C(C1OC)F)C1CCN(CC1)C1=NC=C(C=N1)S(=O)(=O)C)F